benzyl 2-(4-piperidyl)acetate N1CCC(CC1)CC(=O)OCC1=CC=CC=C1